CN(C(=[NH2+])N(C)C)C 1,1,3,3-tetramethyl-guanidinium